2-(2-{3-[4-(2-hydroxy-ethyl)-piperazin-1-yl]-phenylamino}-pyrimidin-4-yl)-thiazolo[3,2-a]pyrimidin-5-one OCCN1CCN(CC1)C=1C=C(C=CC1)NC1=NC=CC(=N1)C1=CN2C(=NC=CC2=O)S1